6-(4-(2-((2,6-dioxopiperidin-3-yl)amino)benzyl)piperazin-1-yl)-2-(4-phenoxyphenyl)nicotinamide O=C1NC(CCC1NC1=C(CN2CCN(CC2)C2=NC(=C(C(=O)N)C=C2)C2=CC=C(C=C2)OC2=CC=CC=C2)C=CC=C1)=O